5,7,4'-trihydroxy-isoflavone OC1=C2C(C(=COC2=CC(=C1)O)C1=CC=C(C=C1)O)=O